IC1=CC(=NC(=C1)N1CCOCC1)NC1(CCOCC1)C 4-iodo-N-(4-methyloxan-4-yl)-6-(morpholin-4-yl)pyridin-2-amine